tert-butyl (7-bromo-4-iodobenzo[d]thiazol-2-yl)carbamate BrC1=CC=C(C=2N=C(SC21)NC(OC(C)(C)C)=O)I